(2R,4R)-N-(4-(tert-butyl)phenyl)-1-cyano-4-methoxy-N-(2-oxo-1-(pyridin-3-yl)-2-((tetrahydro-2H-pyran-4-yl)amino)ethyl)pyrrolidine-2-carboxamide C(C)(C)(C)C1=CC=C(C=C1)N(C(=O)[C@@H]1N(C[C@@H](C1)OC)C#N)C(C(NC1CCOCC1)=O)C=1C=NC=CC1